N,N,2-trimethyl-6-oxo-5-[(4-phenylpiperazin-1-yl)carbonyl]-1-[3-(trifluoromethyl)phenyl]-1,6-dihydropyridine-3-carboxamide CN(C(=O)C1=C(N(C(C(=C1)C(=O)N1CCN(CC1)C1=CC=CC=C1)=O)C1=CC(=CC=C1)C(F)(F)F)C)C